C(C1=CC=CC=C1)OC(=O)N[C@@H]1[C@@H](CC1)C(=O)OCC1=CC=CC=C1 (1R,2S)-benzyl 2-(benzyloxycarbonylamino)cyclobutanecarboxylate